methyl (5-((2-bromobenzyl) oxy)-4-oxo-4H-chromen-2-carbonylamino)-L-alloisoleucyl-L-valinate BrC1=C(COC2=C3C(C=C(OC3=CC=C2)C(=O)NN[C@@H]([C@H](C)CC)C(=O)N[C@@H](C(C)C)C(=O)OC)=O)C=CC=C1